{1-[1-(2-thienylcarbonyl)piperidin-4-yl]-3-[4-(7H-pyrrolo[2,3-d]pyrimidin-4-yl)-1H-pyrazol-1-yl]azetidin-3-yl}acetonitrile S1C(=CC=C1)C(=O)N1CCC(CC1)N1CC(C1)(N1N=CC(=C1)C=1C2=C(N=CN1)NC=C2)CC#N